COC(=O)C=1C=CC(=C2C=NN(C12)C(C)C=1C=NC(=NC1)C1CC1)C#CC 1-(1-(2-cyclopropylpyrimidin-5-yl)ethyl)-4-(propane-1-yn-1-yl)-1H-indazole-7-carboxylic acid methyl ester